2-Fluoro-4-(5-formyl-6-(methylamino)-2-(methylsulfanyl)pyrimidin-4-yl)benzonitrile FC1=C(C#N)C=CC(=C1)C1=NC(=NC(=C1C=O)NC)SC